C(C)OC(C(=C)C)=O.NC(=O)N urea ethyl-methacrylate